(2S,3S,4R,5R)-5-(6-(benzylamino)-2-(5-(2-methyl-2H-tetrazol-5-yl)pyridin-3-yl)-9H-Purin-9-yl)-3,4-dihydroxy-N-(methyl-d3)-tetrahydrofuran-2-carboxamide C(C1=CC=CC=C1)NC1=C2N=CN(C2=NC(=N1)C=1C=NC=C(C1)C=1N=NN(N1)C)[C@H]1[C@@H]([C@@H]([C@H](O1)C(=O)NC([2H])([2H])[2H])O)O